[P].[In].[Cu] copper indium phosphorus